COCCCOC(C)=O meth-oxypropylacetate